C1(CC1)C1=NC(=NO1)CN1N=C2C3=C(CCC2=C1)OC(=C3C)C(=O)O 2-[(5-cyclopropyl-1,2,4-oxadiazol-3-yl)methyl]-8-methyl-4,5-dihydro-2H-furo[2,3-g]indazole-7-carboxylic acid